methyl (R)-4-((3S,8S,9S,10R,13R,14S,17R)-10,13-dimethyl-3-(2,2,2-trifluoroacetoxy)-2,3,4,7,8,9,10,11,12,13,14,15,16,17-tetradecahydro-1H-cyclopenta[a]phenanthren-17-yl)pentanoate C[C@]12[C@H]3CC[C@@]4([C@H](CC[C@H]4[C@@H]3CC=C2C[C@H](CC1)OC(C(F)(F)F)=O)[C@@H](CCC(=O)OC)C)C